COC=1C=C(CCN2CCN(CC2)CC=2C=C(C(=O)NO)C=CC2)C=CC1OC 3-((4-(3,4-dimethoxyphenethyl)piperazin-1-yl)methyl)-N-hydroxybenzoamide